The molecule is a dihydroxydocosahexaenoic acid that is (4Z,7Z,10Z,12E,16Z,19Z)-docosahexaenoic acid in which the two hydroxy substituents are located at the 14R- and 21R-positions. It has a role as a human xenobiotic metabolite. It is a dihydroxydocosahexaenoic acid and a secondary allylic alcohol. It is a conjugate acid of a (4Z,7Z,10Z,12E,14R,16Z,19Z,21R)-dihydroxydocosahexaenoate. It is an enantiomer of a (4Z,7Z,10Z,12E,14S,16Z,19Z,21S)-dihydroxydocosahexaenoic acid. C[C@H](/C=C\\C/C=C\\C[C@H](/C=C/C=C\\C/C=C\\C/C=C\\CCC(=O)O)O)O